BrC=1C=2C=3C(C(NC2C(=CC1C)C)=O)=CSC3 9-bromo-8-methyl-6-methylthieno[3,4-c]quinolin-4(5H)-one